C(C)C(CN(C(=O)Cl)CC(CCCC)CC)CCCC bis-(2-ethylhexyl)carbamoyl chloride